BrC1=C2C=CN(C2=CC(=C1CC=1C=CC(=C(C(N)=S)C1)F)F)[Si](C(C)C)(C(C)C)C(C)C 5-((4-bromo-6-fluoro-1-(triisopropylsilyl)-1H-indol-5-yl)methyl)-2-fluorobenzothioamide